1-(4-((2-bromo-(1,1'-biphenyl)-3-yl)methoxy)-5-chloro-2-((5-cyanopyridin-3-yl)methoxy)benzyl)pyrrolidine-2-carboxylic acid BrC1=C(C=CC=C1COC1=CC(=C(CN2C(CCC2)C(=O)O)C=C1Cl)OCC=1C=NC=C(C1)C#N)C1=CC=CC=C1